CC1=C(C=C(C=C1)NC(CC1OCCC(C1)C(F)(F)F)=O)C=1C=NC2=CC(=NC=C2C1)NC N-(4-Methyl-3-(7-(methylamino)-1,6-naphthyridin-3-yl)phenyl)-2-(4-(trifluoromethyl)tetrahydro-2H-pyran-2-yl)acetamide